C(C)N(C=NC1=C(C=C(C(=C1)C)NC1=C(C=CC(=C1)C)F)C)C N-ethyl-N'-(4-((2-fluoro-5-methylphenyl)amino)-2,5-dimethylphenyl)-N-methylformimidamide